N1=NNC(C1=O)=O triazolindione